CC=1N=NC(=CC1)COC1=NC(=CC=C1)C1CCNCC1 C3-methyl-6-(((6-(piperidin-4-yl)pyridin-2-yl)oxy)methyl)pyridazine